2-Chlororesorcin ClC1=C(O)C=CC=C1O